6-(1,3-DIMETHYL-1H-1,2,4-TRIAZOL-5-YL)-N-(6-METHOXY-1-METHYL-1H-INDAZOL-7-YL)PYRIDINE-3-SULFONAMIDE CN1N=C(N=C1C1=CC=C(C=N1)S(=O)(=O)NC=1C(=CC=C2C=NN(C12)C)OC)C